(3R)-3-amino-5-[(4-chlorophenyl)methyl]-7-[5-[4,4-difluoro-3-(hydroxymethyl)-1-piperidyl]-1,3,4-oxadiazol-2-yl]-8-fluoro-1,1-dioxo-2,3-dihydro-1λ6,5-benzothiazepin-4-one N[C@H]1CS(C2=C(N(C1=O)CC1=CC=C(C=C1)Cl)C=C(C(=C2)F)C=2OC(=NN2)N2CC(C(CC2)(F)F)CO)(=O)=O